L-isoascorbic acid C([C@@H]([C@H]1C(=C(C(=O)O1)O)O)O)O